C(C)OC1=C(C=C2CCN(C(C2=C1)CCC1=CNC2=CC=C(C=C12)OC)C(=O)N1CC(OCC1)O)OC (7-ethoxy-6-methoxy-1-(2-(5-methoxy-1H-indol-3-yl)ethyl)-3,4-dihydroisoquinolin-2(1H)-yl)(2-hydroxymorpholino)methanone